ClC=1C=C(C(=C(C=O)C1)O)OC 5-chloro-2-hydroxy-3-methoxybenzaldehyde